FC(C(=O)O)(F)F.FC1=C(C(=O)NCC2CCC(CC2)N2N=C3C=C(C=CC3=C2)C=2C=NN(C2)C)C=C(C(=C1F)O)F 2,3,5-trifluoro-4-hydroxy-N-({(1r,4r)-4-[6-(1-methyl-1H-pyrazol-4-yl)-2H-indazol-2-yl]cyclohexyl}methyl)benzamide, trifluoroacetate salt